1-(5,6-difluoro-1,3-dihydro-2H-isoindol-2-yl)-2-[(2-fluorophenyl)sulfanyl]ethanone FC=1C=C2CN(CC2=CC1F)C(CSC1=C(C=CC=C1)F)=O